C1(=CC=CC=C1)S(=O)(=O)OC=1C=C(C=CC1)NC(=O)NC1=CC(=C(C=C1)C)OS(=O)(=O)C1=CC=CC=C1 N-[3-(benzenesulfonyloxy)phenyl]-N'-[3-(benzenesulfonyloxy)-4-methylphenyl]urea